2-[6-(methoxymethoxy)-2,7-dimethyl-indazol-5-yl]-4-methyl-pyrimidine-5-carboxylic acid COCOC=1C(=CC2=CN(N=C2C1C)C)C1=NC=C(C(=N1)C)C(=O)O